CC1=C2C(C(NC2=CC=C1)=O)=C(C1=CC=CC=C1)OC methyl-3-(methoxy(phenyl)methylene)-2-indolone